Cl.N[C@H](C(=O)OC(C)C)CC Isopropyl (2S)-2-aminobutyrate hydrochloride